3-hydroxy-1-ethylpyridin-1-ium OC=1C=[N+](C=CC1)CC